ClC1=C(C=C(N=N1)N1[C@H](CCC1)CCC(=O)N1CCN(CC1)C1=NC=C(C=N1)C(F)(F)F)C(F)(F)F (R)-3-(1-(6-chloro-5-(trifluoromethyl)pyridazin-3-yl)pyrrolidin-2-yl)-1-(4-(5-(trifluoromethyl)pyrimidin-2-yl)piperazin-1-yl)propan-1-one